(R)-6-ethyl-2,2-difluoro-6,7,8,9-tetrahydro-[1,3]dioxolo[4',5':4,5]benzo[1,2-f][1,4]oxazepine hydrochloride Cl.C(C)[C@H]1OC2=C(CNC1)C=C1C(=C2)OC(O1)(F)F